erythritol diacrylate C(C=C)(=O)O.C(C=C)(=O)O.C([C@H](O)[C@H](O)CO)O